C(C)C1=NC(=NO1)C=1C=C2CC[C@H](C2=CC1)NC(=O)[C@@H]1NC(CC1)=O (R)-N-((R)-5-(5-ethyl-1,2,4-oxadiazol-3-yl)-2,3-dihydro-1H-inden-1-yl)-5-oxopyrrolidine-2-carboxamide